ClCCOC1=C(C=CC(=C1)OC)F 2-(2-chloroethoxy)-1-fluoro-4-methoxybenzene